2-[(2,3-dichloro-4-nitro-phenoxy)methyl]-2-methyl-tetrahydrofuran ClC1=C(OCC2(OCCC2)C)C=CC(=C1Cl)[N+](=O)[O-]